(2-oxobenzylidene)-ruthenium (VI) iodide O=C1C(C=[Ru](I)(I)(I)I)C=CC=C1